N(=[N+]=[N-])CC=1C=NNC1 4-(azidomethyl)-1H-pyrazole